COC1=CC=C(C=C1)N=C1SC=C(N1)C1=CC=CC=C1 2-(4-Methoxyphenylimino)-4-phenylthiazole